1,4-bis((4-phenyl-3,6-dihydropyridin-1(2H)-yl)methyl)benzene C1(=CC=CC=C1)C=1CCN(CC1)CC1=CC=C(C=C1)CN1CCC(=CC1)C1=CC=CC=C1